N1(CCCCC1)C(=O)C=1C=NN2C1C=CC=C2C=2C=NC=C(C(=O)NC1=CC=NC=C1)C2 5-(3-(piperidine-1-carbonyl)pyrazolo[1,5-a]pyridin-7-yl)-N-(pyridin-4-yl)nicotinamide